C(C1=CC=CC=C1)OC=1C(=C(C(=CC1)C)C1=C2C(=NC(=C1)C#N)N(C=C2)C(C)C)C 4-(3-benzyloxy-2,6-dimethyl-phenyl)-1-isopropyl-pyrrolo[2,3-b]pyridine-6-carbonitrile